C(CCCCCCCCCCCCCCCCCC)(=O)N[C@@H](CO)C(=O)O N-n-nonadecanoyl-serine